ClC1=C2C=NNC2=CC=C1 4-chloro-1H-indazol